3-(((7-(pyridin-4-yl)-2,3-dihydrofuro[3,2-c]pyridin-4-yl)amino)methyl)-N-(pyrimidin-5-ylmethyl)benzamide N1=CC=C(C=C1)C=1C2=C(C(=NC1)NCC=1C=C(C(=O)NCC=3C=NC=NC3)C=CC1)CCO2